C(CCCCCCCCCC=CCCCCCCCC)(=O)OCCCCCCCCCCCCCCCCCCO 18-hydroxyoctadecyl eicos-11-enoate